2-(3,5-Dibromophenyl)-dibenzo[b,d]furan BrC=1C=C(C=C(C1)Br)C1=CC2=C(OC3=C2C=CC=C3)C=C1